FC(C1=NOC(=C1)C1CCN(CC1)C(=O)N(C1=NC=CC2=CC=CC(=C12)C)[C@H]1CN(CCC1)C(=O)OC(C)(C)C)F tert-butyl (R)-3-(4-(3-(difluoromethyl) isoxazol-5-yl)-N-(8-methylisoquinolin-1-yl)piperidine-1-carboxamido)piperidine-1-carboxylate